NC1CC2=CC(=C(C=C2C1)CC)CC 2-amino-5,6-diethylindan